2-Amino-5-methylbenzo[d]thiazole-6-carboxylic acid methyl ester COC(=O)C1=CC2=C(N=C(S2)N)C=C1C